(2R,3S)-3-amino-2,5-dimethyl-2,3-dihydropyrido[3,2-b][1,4]oxazepin-4(5H)-one hydrochloride Cl.N[C@@H]1C(N(C2=C(O[C@@H]1C)C=CC=N2)C)=O